Tert-Butyl ((1R,2R)-2-(hydroxymethyl)cyclopentyl)carbamate OC[C@H]1[C@@H](CCC1)NC(OC(C)(C)C)=O